5-fluoro-3-methyl-2-(1,4-dioxaspiro[4.5]decan-8-yl)aniline FC=1C=C(C(=C(N)C1)C1CCC2(OCCO2)CC1)C